C(C1=CC=CC=C1)[C@@H](C(NCC(NCOCC(C(=O)O)C)=O)=O)NC(CNC(CNC(CCCCCN1C(C=CC1=O)=O)C(F)(F)F)=O)=O (11S)-11-benzyl-24-(2,5-dioxo-2,5-dihydro-1H-pyrrol-1-yl)-2-methyl-7,10,13,16-tetraoxo-19-(trifluoromethyl)-4-oxa-6,9,12,15,18-pentaaza-tetracosane-1-oic acid